[(15R,19S)-15-methyl-16,18-dioxo-17-azapentacyclo[6.6.5.02,7.09,14.015,19]nonadeca-2,4,6,9,11,13-hexaen-17-yl]benzoic acid C[C@]12C3C4=CC=CC=C4C(C4=CC=CC=C43)[C@@H]2C(N(C1=O)C1=C(C(=O)O)C=CC=C1)=O